NC=1SC(=C(N1)C)C1N(C(C2=C(C=CC=C12)C)=O)C(C)C (2-amino-4-methylthiazol-5-yl)-2-isopropyl-7-methylisoindole-1-one